(S)-1-phenylpropanol C1(=CC=CC=C1)[C@H](CC)O